NC1=CC(=CC=2SC3=CC=CC=C3NC12)C(=O)NCCN1CCN(CC1)C(=O)OC(C)(C)C tert-Butyl 4-(2-(1-amino-10H-phenothiazine-3-carboxamido)ethyl)piperazine-1-carboxylate